3-amino-N-(3-(4-amino-4-methylpiperidin-1-yl)pyridin-2-yl)-6-(3-cyano-4-phenoxypyridin-2-yl)pyrazine-2-carboxamide NC=1C(=NC(=CN1)C1=NC=CC(=C1C#N)OC1=CC=CC=C1)C(=O)NC1=NC=CC=C1N1CCC(CC1)(C)N